N-(4-(4-methylpiperazin-1-yl)phenyl)-4-(3-phenylisoxazolidine-2-yl)pyrimidin-2-amine CN1CCN(CC1)C1=CC=C(C=C1)NC1=NC=CC(=N1)N1OCCC1C1=CC=CC=C1